C1(CCC(N1OC(C=C)=O)=O)=O acrylic acid succinimidyl ester